carbon-13C-dioxide [13C](=O)=O